[C@@H]1([C@H](O)[C@H](O)[C@@H](COP(=O)(O)O)O1)N1C=NC=2C(N)=NC=NC12 5'-Adenylic acid